(S)-tert-butyl 4-(5-iodo-7H-pyrrolo[2,3-d]pyrimidin-4-yl)-3-methylpiperazine-1-carboxylate IC1=CNC=2N=CN=C(C21)N2[C@H](CN(CC2)C(=O)OC(C)(C)C)C